BrN=NC=1CN(C=CC1)C(=O)O 3-bromoazopyridine-1-carboxylic acid